CN1C2=C(N(C[C@H]1CNC(C=C)=O)C1=CC=C(C=C1)C(F)(F)F)C=CC=N2 |o1:6| (R)- or (S)-N-((4-methyl-1-(4-(trifluoromethyl)phenyl)-1,2,3,4-tetrahydropyrido[2,3-b]pyrazin-3-yl)methyl)acrylamide